N1=NN=C(C=C1)F triazinyl-fluorine